BrC=1C(=C(C=CC1)S(=O)(=O)NC)C Bromo-N,2-dimethyl-benzenesulfonamide